N1(CCNCC1)C1=C(OC2=C1C=CC=C2)C(=O)N (1-piperazinyl)-benzofuran-2-formamide